N,1-dimethylazetidine-2-carboxamide CNC(=O)C1N(CC1)C